tert-butyl (R)-4-(11-(4-fluorophenyl)-3-methoxy-6-oxo-10-(trifluoromethyl)-3,4-dihydro-2H,6H-[1,4]thiazepino[2,3,4-ij]quinazolin-8-yl)piperazine-1-carboxylate FC1=CC=C(C=C1)C1=C(C=C2C(=NC(N3C2=C1SC[C@@H](C3)OC)=O)N3CCN(CC3)C(=O)OC(C)(C)C)C(F)(F)F